4-(((1r,4r)-4-(4-(2-(2-(2-(2-((2-(2,6-dioxopiperidin-3-yl)-1,3-dioxoisoindolin-5-yl)oxy)ethoxy)ethoxy)eth-oxy)ethyl)piperazin-1-yl)cyclohexyl)amino)quinazoline-6-carbonitrile O=C1NC(CCC1N1C(C2=CC=C(C=C2C1=O)OCCOCCOCCOCCN1CCN(CC1)C1CCC(CC1)NC1=NC=NC2=CC=C(C=C12)C#N)=O)=O